tert-butyl (2-((R)-1-((S)-3-((tert-butoxycarbonyl)amino)butoxy)ethyl)pyridin-4-yl)(1-(tert-butyl)-3-((1S,3R)-3-((tert-butyldimethylsilyl)oxy)cyclopentyl)-1H-pyrazol-5-yl)carbamate C(C)(C)(C)OC(=O)N[C@H](CCO[C@H](C)C1=NC=CC(=C1)N(C(OC(C)(C)C)=O)C1=CC(=NN1C(C)(C)C)[C@@H]1C[C@@H](CC1)O[Si](C)(C)C(C)(C)C)C